2'-[6-amino-5-(trifluoromethyl)pyridin-3-yl]-N-[2-(3-fluoropyridin-2-yl)propan-2-yl]-5',6'-dihydrospiro[azetidine-3,4'-pyrrolo[1,2-b]pyrazole]-1-carboxamide NC1=C(C=C(C=N1)C=1C=C2N(N1)CCC21CN(C1)C(=O)NC(C)(C)C1=NC=CC=C1F)C(F)(F)F